mono-sodium fumarate C(\C=C\C(=O)O)(=O)[O-].[Na+]